6-Chloro-9-(2-methoxy-ethyl)-8-(4-methoxy-phenyl)-9H-pyrido[3,4-b]indole ClC=1C=C2C3=C(N(C2=C(C1)C1=CC=C(C=C1)OC)CCOC)C=NC=C3